FC1=C(C=CC=C1)CS(=O)(=O)NC1=C(N=CS1)C(=O)O 5-{[(2-fluorophenyl)methyl]sulfonamido}-1,3-thiazole-4-carboxylic acid